CC1=CC=C(C=C1)S(=O)(=O)O.F/C=C(\CN)/COC1=CC2=C(N=C(O2)C(C)CCC)C=C1 (E)-3-fluoro-2-(((2-(pentan-2-yl)benzo[d]oxazol-6-yl)oxy)methyl)-prop-2-en-1-amine 4-methylbenzenesulfonate